[(diphenyl-d10)triazinyl][(biphenylyl)benzselenophenyl]benzene C1(C(C(C(C(C1[2H])([2H])[2H])([2H])[2H])([2H])[2H])([2H])[2H])([2H])C1=C(C(=NN=N1)C1=C(C=CC=C1)C=1[Se]C2=C(C1C1=C(C=CC=C1)C1=CC=CC=C1)C=CC=C2)C2(C(C(C(C(C2[2H])([2H])[2H])([2H])[2H])([2H])[2H])([2H])[2H])[2H]